COC(=O)[C@@H]1CN(CC[C@H]1NC(=O)C=1OC(=NN1)C1=C(C=C(C=C1)F)F)C1CCCCC1 |r| rac-(3R,4R)-1-cyclohexyl-4-{[5-(2,4-difluoro-phenyl)-[1,3,4]oxadiazole-2-carbonyl]-amino}-piperidine-3-carboxylic acid methyl ester